dimethylamine tartrate C(=O)(O)C(O)C(O)C(=O)O.CNC